C(C)(C)(C)OC(=O)N1C2CN(CC1C2)C2=NN(C1=C2C=NC(=C1)Cl)C1=NC(=NC(=C1)CC)C(C)(F)F 3-(6-chloro-1-(2-(1,1-difluoroethyl)-6-ethylpyrimidin-4-yl)-1H-pyrazolo[4,3-c]pyridin-3-yl)-3,6-diazabicyclo[3.1.1]heptane-6-carboxylic acid tert-butyl ester